C1(C=CC=C1)[Ti](C1=C(C(=C(C(=C1F)F)F)F)F)(C1=C(C(=C(C(=C1F)F)F)F)F)C1C=CC=C1 dicyclopentadienyl-bis(2,3,4,5,6-pentafluorophenyl)titanium